COC1=CC=C(COCCC(CCCCCCCCCO[SiH](C2=CC=CC=C2)C2=CC=CC=C2)CCCCCCCCC)C=C1 ((10-(2-((4-methoxybenzyl)oxy)ethyl)nonadecyl)-oxy)diphenylsilane